24-(hydroxyphenylmethyl)-5α-cholan-3β,4β-diol OC(CCC[C@@H](C)[C@H]1CC[C@H]2[C@@H]3CC[C@H]4[C@H]([C@H](CC[C@]4(C)[C@H]3CC[C@]12C)O)O)C1=CC=CC=C1